(4aR,5aR,8aR,9R,9aR)-9-(4-(4-chloro-2,3-difluorophenyl)-1H-1,2,3-triazol-1-yl)-2,2-dimethyloctahydrofuro[2',3':5,6]pyrano[3,2-d][1,3]dioxin-7-ol ClC1=C(C(=C(C=C1)C=1N=NN(C1)[C@@H]1[C@@H]2[C@H](O[C@H]3[C@@H]1OC(OC3)(C)C)CC(O2)O)F)F